BrCC1=CC(=CC(=C1)CI)CI 1-bromomethyl-3,5-diiodomethylbenzene